methyl 3-(2-((5-(3-(aminomethyl)phenyl)-1-isopropyl-1H-indazol-3-yl)methoxy)phenyl)propanoate NCC=1C=C(C=CC1)C=1C=C2C(=NN(C2=CC1)C(C)C)COC1=C(C=CC=C1)CCC(=O)OC